C(CCCCCCCC)C=1NC2=CC=CC=C2C(C1)=O 2-nonyl-4(1H)quinolone